cis-menthadieneol C1(=CC(=C(CC1)C(C)C)O)C